N1(C=NC=C1)C1=NC(=CC(=N1)C(=O)OC(C)(C)C)C tert-butyl 2-(1H-imidazol-1-yl)-6-methylpyrimidine-4-carboxylate